ClC1=C(C(=CC=C1Cl)F)[C@@]1(CN(CC1)C(C=C)=O)NC1=CC(=C2C(N(C(C2=C1)=O)C)(C)C)F 6-{[(3S)-3-(2,3-dichloro-6-fluorophenyl)-1-(prop-2-enoyl)pyrrolidin-3-yl]amino}-4-fluoro-2,3,3-trimethylisoindol-1-one